N12C[C@H](C(CC1)CC2)OC(N[C@@H]2C(CC1=CC(=C(C=C21)OCC)C2=CC=C(C=C2)CC)(C)C)=O (S)-quinuclidin-3-yl((R)-6-ethoxy-5-(4-ethylphenyl)-2,2-dimethyl-2,3-dihydro-1H-inden-1-yl)carbamate